CN1C(=NC=C1C(C)N(S(=O)(=O)C)C=1C=NC2=CC(=NC(=C2C1)OC1CCC(CC1)NC1=NC=C(C=N1)C(F)(F)F)N1CCOCC1)[N+](=O)[O-] N-[1-(3-Methyl-2-nitro-imidazol-4-yl)ethyl]-N-[7-morpholino-5-[4-[[5-(trifluoromethyl)pyrimidin-2-yl]amino]cyclohexoxy]-1,6-naphthyridin-3-yl]methanesulfonamide